Naphtho[2,3-d]imidazole-4,9-dione N1=CNC2=C1C(C1=CC=CC=C1C2=O)=O